N-[2-(2-aminoethoxy)ethyl]-4-[[3-[1-[(2,2-difluorocyclopropyl)methyl]-3-(trifluoromethyl)pyrazol-4-yl]imidazo[1,2-a]pyrazin-8-yl]amino]-2-ethylbenzamide formate C(=O)O.NCCOCCNC(C1=C(C=C(C=C1)NC=1C=2N(C=CN1)C(=CN2)C=2C(=NN(C2)CC2C(C2)(F)F)C(F)(F)F)CC)=O